C(C)(C)(C)OC(NC1=NC=NC(=C1)NC(=O)OC1=CC=CC=C1)=O (6-((phenoxycarbonyl)amino)pyrimidin-4-yl)carbamic acid tert-butyl ester